nitrosoornithine N(=O)N[C@@H](CCCN)C(=O)O